C(#N)C=1C=C(C(=O)ONC(=N)C=2C=CC=C3C(=CCC23)OCC)C=CC1OC(C)C N-((3-Cyano-4-isopropoxybenzoyl)oxy)-3-ethoxy-1H-indene-7-carboximidamide